C1(=CC=C(C=C1)N(C1=CC=2C(C3=CC=CC=C3C2C=C1)(C)C)C1=CC=C(C=C1)C=1C=CC=2N(C3=CC=CC=C3C2C1)C1=CC=CC=C1)C1=CC=CC=C1 N-([1,1-biphenyl]-4-yl)-9,9-dimethyl-N-(4-(9-phenyl-9H-carbazol-3-yl)phenyl)-9H-fluorene-2-amine